FC1=C(C=CC=C1)CCN1C(C2=C(CCC1)C=C(C=C2)C2=C(C=CC=C2)OC)=O 2-(2-fluorophenylethyl)-7-(2-methoxyphenyl)-2,3,4,5-tetrahydro-1H-benzo[c]azepin-1-one